(E)-2,7-dimethyl-4-phenyloct-2,6-dienal C/C(/C=O)=C\C(CC=C(C)C)C1=CC=CC=C1